Trans-1-(3a-methoxy-hexahydropyrrolo[3,4-c]pyrrol-2(1H)-yl)-3-(4-(trifluoromethoxy)phenyl)propan-1-one dihydrochloride Cl.Cl.CO[C@@]12[C@H](CNC1)CN(C2)C(CCC2=CC=C(C=C2)OC(F)(F)F)=O